2-((7-(5-methyl-1,2,4-oxadiazol-3-yl) isoquinolin-1-yl) amino)-4,5,6,7-tetrahydro-1H-pyrrolo[3,2-C]pyridine-2-carboxylate CC1=NC(=NO1)C1=CC=C2C=CN=C(C2=C1)NC1(CC=2CNCCC2N1)C(=O)[O-]